5-((3-acrylamido-2-chlorobenzyl)amino)-7-((3,5-dimethoxyphenyl)amino)imidazo[1,2-c]pyrimidine-8-amide C(C=C)(=O)NC=1C(=C(CNC2=NC(=C(C=3N2C=CN3)C(=O)N)NC3=CC(=CC(=C3)OC)OC)C=CC1)Cl